N-(4-chlorobenzyl)-8-((1-((3,4-dihydroxy-2-methylbutan-2-yl)sulfonyl)cyclopropyl)methoxy)-1-methyl-2-oxo-1,2-dihydro-1,5-naphthyridine-3-carboxamide ClC1=CC=C(CNC(=O)C=2C(N(C3=C(C=CN=C3C2)OCC2(CC2)S(=O)(=O)C(C)(C(CO)O)C)C)=O)C=C1